methyl (1-cyanocyclohexyl)glycinate C(#N)C1(CCCCC1)NCC(=O)OC